ClC1=C(C(=O)N(C)C)C=CC(=C1)F 2-chloro-4-fluoro-N,N-dimethylbenzamide